4-Bromo-3,5-dimethoxy-β-nitrostyrene BrC1=C(C=C(C=C[N+](=O)[O-])C=C1OC)OC